CC=1N=CC(=NC1)N1CC2(C1)CN(CC2)C(=O)OC(C)(C)C tert-butyl 2-(5-methylpyrazin-2-yl)-2,6-diazaspiro[3.4]octane-6-carboxylate